[Na].N[C@@H](CCCCN)C(=O)O.N[C@@H](CCCCN)C(=O)O dilysin sodium